N,N-Diethyl-dodecanamide C(C)N(C(CCCCCCCCCCC)=O)CC